bromo(p-tolyl)magnesium Br[Mg]C1=CC=C(C=C1)C